N1(C=NC=C1)C=1C=NC2=CC(=C(C=C2C1)C=1N=NC(=CC1)N(C1CC(NC(C1)(C)C)(C)C)C)O 3-(1H-imidazol-1-yl)-6-(6-(methyl(2,2,6,6-tetramethylpiperidin-4-yl)amino)pyridazin-3-yl)quinolin-7-ol